O=C1N(CCC(N1COCC[Si](C)(C)C)=O)C1=C2C=CN(C2=CC(=C1)C(=O)N(C)C)C1CCNCC1 4-(2,4-Dioxo-3-((2-(trimethylsilyl)ethoxy)methyl)tetrahydropyrimidin-1(2H)-yl)-N,N-dimethyl-1-(piperidin-4-yl)-1H-indole-6-carboxamide